N,N-dimethylazetidin-3-amine HCl salt Cl.CN(C1CNC1)C